N-[(4-{[(1-methylpiperidin-4-yl)methyl]amino}-3-nitrophenyl)sulfonyl]-2-(1H-pyrrolo[2,3-b]pyridin-5-yloxy)benzamide CN1CCC(CC1)CNC1=C(C=C(C=C1)S(=O)(=O)NC(C1=C(C=CC=C1)OC=1C=C2C(=NC1)NC=C2)=O)[N+](=O)[O-]